(methylaminomethyl)pyridin-2-amine CNCC=1C(=NC=CC1)N